C(C#CCC)N1N=C(N=N1)C1=CC=C(C=C1)C(F)(F)F 2-(2-pentyn-1-yl)-5-[4-(trifluoromethyl)phenyl]-2H-tetrazole